C1(=CC=CC=C1)C=1C(=NC(=CC1)C1=CC=CC=C1)C1=CC=CC=C1 phenyl-2,6-diphenyl-pyridine